C12(CNCC2C1)C#CC1=C(C=C2C(=NC=NC2=C1)NC1=C(C(=C(C=C1)Cl)Cl)F)[N+](=O)[O-] 7-[2-(3-azabicyclo[3.1.0]hexan-1-yl)ethynyl]-N-(3,4-dichloro-2-fluoro-phenyl)-6-nitro-quinazolin-4-amine